[2,2':6',2''-terpyridine]-6,6''-dicarbonitrile N1=C(C=CC=C1C#N)C1=NC(=CC=C1)C1=NC(=CC=C1)C#N